tert-butyl 7-((5-chloro-4-((2-(dimethylphosphoryl)-4-((fluorosulfonyl)oxy)phenyl)amino)pyrimidin-2-yl)amino)-6-methoxy-3,4-dihydroisoquinoline-2(1H)-carboxylate ClC=1C(=NC(=NC1)NC1=C(C=C2CCN(CC2=C1)C(=O)OC(C)(C)C)OC)NC1=C(C=C(C=C1)OS(=O)(=O)F)P(=O)(C)C